(S)-2'-oxo-1',2',6,7-tetrahydro-4H-spiro[benzofuran-5,3'-pyrrolo[2,3-b]pyridine]-2-Formic acid O=C1[C@@]2(C=3C(=NC=CC3)N1)CCC1=C(C=C(O1)C(=O)O)C2